CN1N=NC(=C1NC(O[C@H](C(F)(F)F)CCCCC)=O)C1=NC(=C(C=C1)NS(=O)(=O)C)C (S)-1,1,1-trifluoroheptan-2-yl (1-methyl-4-(6-methyl-5-(methylsulfonamido) pyridin-2-yl)-1H-1,2,3-triazol-5-yl)carbamate